cyclotetradecene C1=CCCCCCCCCCCCC1